NC1=C2C(=NC=N1)N(N=C2C2=CC(=C(C=C2)OC)Cl)C(C)C=2OC1=CC=CC=C1C(C2C2=CC(=CC=C2)F)=O 2-(1-(4-amino-3-(3-chloro-4-methoxyphenyl)-1H-pyrazolo[3,4-d]pyrimidin-1-yl)ethyl)-3-(3-fluorophenyl)-4H-chromen-4-one